cyclobutylidenediurea C1(CCC1)(NC(=O)N)NC(=O)N